7-fluoro-2H-chromene-3-carboxylic acid FC1=CC=C2C=C(COC2=C1)C(=O)O